N-(2,4-dimethoxybenzyl)-5,6,7,8-tetrahydro-2,6-naphthyridin-1-amine COC1=C(CNC2=NC=CC=3CNCCC23)C=CC(=C1)OC